CC=1C=C(C=CC1)C1=C(C=CC=C1)B(O)O 3'-METHYLBIPHENYL-2-YLBORONIC ACID